N-(3'-(methyl(8-nitro-[1,2,4]triazolo[4,3-a]quinazolin-5-yl)amino)-[1,1'-biphenyl]-4-yl)acetamide CN(C=1C=C(C=CC1)C1=CC=C(C=C1)NC(C)=O)C1=NC=2N(C3=CC(=CC=C13)[N+](=O)[O-])C=NN2